3,3'-((oxybis(methylene))bis(4,1-phenylene))bis(3-(trifluoromethyl)-3H-diazirine) O(CC1=CC=C(C=C1)C1(N=N1)C(F)(F)F)CC1=CC=C(C=C1)C1(N=N1)C(F)(F)F